5-methyl-4-({5-[5-(trifluoromethyl)-1,2,4-oxadiazol-3-yl]pyridin-2-yl}methoxy)pyrimidine CC=1C(=NC=NC1)OCC1=NC=C(C=C1)C1=NOC(=N1)C(F)(F)F